methyl (S)-2-amino-3-(3-(2-((1S,2S,5R)-1-hydroxy-2-isopropyl-5-methylcyclohexane-1-carboxamido) ethyl)phenyl)propanoate N[C@H](C(=O)OC)CC1=CC(=CC=C1)CCNC(=O)[C@]1([C@@H](CC[C@H](C1)C)C(C)C)O